N-vinylmethyl-acrylamide C(=C)CNC(C=C)=O